O1CC(CCC1)C(C)O (tetrahydro-2H-pyran-3-yl)ethan-1-ol